(1R,2R,3S,4S)-bicyclo[2.2.1]heptane C12CCC(CC1)C2